2-Hexyl-sulfonyl chloride CC(CCCC)S(=O)(=O)Cl